NC=1C2=C(N=CN1)N(C=C2C=2SC1=C(C2)C=C(C=C1OC)C)C1CN(CC1)C(\C=C\CN1CCCCC1)=O (E)-1-(3-(4-amino-5-(7-methoxy-5-methylbenzothiophen-2-yl)-7H-pyrrolo[2,3-d]pyrimidin-7-yl)pyrrolidin-1-yl)-4-(piperidin-1-yl)but-2-en-1-one